methyl 2-(6-bromo-3-methyl-2-oxoindolin-3-yl)acetate BrC1=CC=C2C(C(NC2=C1)=O)(C)CC(=O)OC